TETRADECANOIC ACID, METHYL ESTER C(CCCCCCCCCCCCC)(=O)OC